1,2-difluoro-3-(trifluoromethyl)benzene FC1=C(C(=CC=C1)C(F)(F)F)F